4-(3-Chloroanilino)-2'-{(2R)-2-methyl-3-[3-(methylamino)phenoxy]propyl}-2',3'-dihydrospiro[cyclohexane-1,1'-indene]-4-carboxylic acid ClC=1C=C(NC2(CCC3(C(CC4=CC=CC=C34)C[C@H](COC3=CC(=CC=C3)NC)C)CC2)C(=O)O)C=CC1